BrC1=C(C(=CC(=C1)C(C(F)(F)F)(C(F)(F)F)F)C(F)(F)F)NC(C1=C(C(=CC=C1)N(C(C1=CC=C(C=C1)Cl)=O)C(C)C1CC1)F)=O N-(2-Bromo-4-(perfluoropropan-2-yl)-6-(trifluoromethyl)phenyl)-3-(4-chloro-N-(1-cyclopropylethyl)benzamido)-2-fluorobenzamid